3-(5-(((1S,2S)-2-(3-(3-hydroxyphenyl)azetidin-1-yl)cyclohexyl)oxy)-1-oxoisoindolin-2-yl)piperidine-2,6-dione OC=1C=C(C=CC1)C1CN(C1)[C@@H]1[C@H](CCCC1)OC=1C=C2CN(C(C2=CC1)=O)C1C(NC(CC1)=O)=O